2-ethoxyethyl acrylate (2-ethoxyethyl acrylate) C(C)OCCC(C(=O)O)=C.C(C=C)(=O)OCCOCC